5-[4-amino-5-(trifluoromethyl)pyrrolo[2,1-f][1,2,4]triazin-7-yl]-N-[(3R,4S)-4-fluoro-1-(3-methylbutanoyl)pyrrolidin-3-yl]-2-methoxypyridine-3-carboxamide NC1=NC=NN2C1=C(C=C2C=2C=C(C(=NC2)OC)C(=O)N[C@@H]2CN(C[C@@H]2F)C(CC(C)C)=O)C(F)(F)F